(3-(3-cyclopentyloxy)-4-methoxybenzyl)-6-ethylamino-8-isopropyl-3H-purine C1CC(CC1)OC=1C=C(CC2=NC(=C3N=C(N=C3N2)C(C)C)NCC)C=CC1OC